4-bromo-3-fluoro-1-[(4-methoxyphenyl)methyl]pyrazole BrC=1C(=NN(C1)CC1=CC=C(C=C1)OC)F